ethyl 2-(5-((3-cyano-4-fluorophenyl) carbamoyl)-1,2,4-trimethyl-1H-pyrrole-3-yl)-2-oxoacetate C(#N)C=1C=C(C=CC1F)NC(=O)C1=C(C(=C(N1C)C)C(C(=O)OCC)=O)C